5-benzyloxy-1,3-benzenedihydrazide C(C1=CC=CC=C1)OC=1C=C(C=C(C1)C(=O)NN)C(=O)NN